S(=O)(=O)(O)OS(=O)(=O)O.CC(C)(CCC[C@@H](C)[C@H]1CC[C@H]2[C@@H]3CC=C4C[C@H](CC[C@]4(C)[C@H]3CC[C@]12C)O)O 5-cholesten-3β,25-diol disulfate